(8-(4-amino-2-(methoxymethyl)-1-methyl-6-(methylthio)-1H-benzo[d]imidazol-5-yl)indolizin-3-yl)(3,4,5-trifluorophenyl)methanone NC1=C(C(=CC=2N(C(=NC21)COC)C)SC)C2=CC=CN1C(=CC=C21)C(=O)C2=CC(=C(C(=C2)F)F)F